C(C)(C)(C)OC(=O)NCC1=CC=C(O1)B(O)O (5-(((tert-butoxycarbonyl)amino)methyl)furan-2-yl)boronic acid